Cl[Si]1(C[Si](C1)(CCC)CCC)CCC 1-chloro-1,3,3-tripropyl-1,3-disilacyclobutane